(R)-2-fluoro-chlorostyrene FC1=C(C=CCl)C=CC=C1